C(C1=CC=CC=C1)SO benzyl-thio alcohol